phosphane oxide [PH3]=O